6-amino-2-(3,5-dichloro-4-((4'-chloro-2'-oxospiro[cyclopropane-1,3'-indolin]-5'-yl)oxy)phenyl)-1,2,4-triazine-3,5(2H,4H)-dione NC=1C(NC(N(N1)C1=CC(=C(C(=C1)Cl)OC=1C(=C2C3(C(NC2=CC1)=O)CC3)Cl)Cl)=O)=O